N-(4-methylpyridin-2-yl)-4-(pyridin-2-yl)-5-(pyrrolidin-1-ylmethyl)thiazol-2-amine CC1=CC(=NC=C1)NC=1SC(=C(N1)C1=NC=CC=C1)CN1CCCC1